6-amino-2-(3-fluoro-4-(trifluoromethyl)phenyl)-5-methoxypyrimidine-4-carboxylic acid methyl ester COC(=O)C1=NC(=NC(=C1OC)N)C1=CC(=C(C=C1)C(F)(F)F)F